C(=O)(OC(C)(C)C)NC=1SC2=C(N1)C(=CC=C2F)B(O)O [2-(Boc-amino)-7-fluoro-1,3-benzothiazol-4-yl]boronic acid